1-(4-(4-(3,3-difluoropyrrolidin-1-yl)piperidine-1-carbonyl)-5-methylpicolinoyl)-4-phenylpiperidine-4-carbonitrile, 2,2,2-trifluoroacetate salt FC(C(=O)O)(F)F.FC1(CN(CC1)C1CCN(CC1)C(=O)C1=CC(=NC=C1C)C(=O)N1CCC(CC1)(C#N)C1=CC=CC=C1)F